C1(=CC=CC=C1)C1=NC(=NC(=N1)C1=CC=CC=C1)C1=CC2=C(OC3=C2C=CC=C3)C=C1 2-(4,6-diphenyl-1,3,5-triazinyl)-dibenzofuran